4-(pyridin-2-yl)piperazine N1=C(C=CC=C1)N1CCNCC1